Cyclopropylimino-[2-(3-ethylsulfonyl-2-pyridinyl)-1,3-benzoxazol-5-yl]-oxo-(trifluoromethyl)-λ6-sulfane C1(CC1)N=S(C(F)(F)F)(=O)C=1C=CC2=C(N=C(O2)C2=NC=CC=C2S(=O)(=O)CC)C1